1-(6-chloro-5-(methylsulfonyl)pyridin-2-yl)ethanone O-ethyl oxime C(C)ON=C(C)C1=NC(=C(C=C1)S(=O)(=O)C)Cl